2-[[2-acetyl-6,7-dichloro-10-(1H-pyrazol-4-yl)-3,4-dihydro-1H-pyrazino[1,2-a]indol-9-yl]oxy]acetamide C(C)(=O)N1CC=2N(C=3C(=C(C=C(C3C2C=2C=NNC2)OCC(=O)N)Cl)Cl)CC1